1-ethyl-2-(methylsulfinyl)benzene C(C)C1=C(C=CC=C1)S(=O)C